COC1=CC=C(C=C1)C1=CN=C2N1C=CN=C2NC=2C(=C(C(=O)NC)C=CC2)C (3-(4-methoxyphenyl)imidazo[1,2-a]pyrazin-8-yl)amino-N,2-dimethylbenzamide